C(C)N1C(N(C(C2=CC(=CC=C12)S(=O)(=O)NC1(NSC1)C)=O)CC)=O 1,3-diethyl-N-(3-methylthiazetidin-3-yl)-2,4-dioxoquinazoline-6-sulfonamide